ethyl 1-(6-methyl-4-((1-methylcyclopropyl) amino) furo[2,3-d]pyrimidine-5-carbonyl)-3-oxopiperidine-4-carboxylate CC1=C(C2=C(N=CN=C2NC2(CC2)C)O1)C(=O)N1CC(C(CC1)C(=O)OCC)=O